cis-3-(5-amino-1-(tert-butyl)-1H-pyrazol-3-yl)cyclopentan-1-ol NC1=CC(=NN1C(C)(C)C)[C@H]1C[C@H](CC1)O